N-(trans-4-(2-methoxyethoxy)cyclohexyl)-5-(1,8-naphthyridin-3-yl)pyrrolo[2,1-f][1,2,4]triazin-2-amine COCCO[C@@H]1CC[C@H](CC1)NC1=NN2C(C=N1)=C(C=C2)C=2C=NC1=NC=CC=C1C2